N-(4-(4-Methylpiperazin-1-yl)phenyl)-2-oxo-4-((3-(trifluoromethoxy)pyridin-2-yl)amino)-1,2-dihydropyridine-3-carboxamide CN1CCN(CC1)C1=CC=C(C=C1)NC(=O)C=1C(NC=CC1NC1=NC=CC=C1OC(F)(F)F)=O